C(C)N1CCC(CC1)NC(=O)C=1OC(=CC1)C=1C=NN(C1)C1=CC=CC=C1 N-(1-ethylpiperidin-4-yl)-5-(1-phenyl-1H-pyrazol-4-yl)furan-2-carboxamide